BrC1=CC=CC(=N1)C=1N=C2N(C=C(N=C2)C(C)(C)C)C1 (6-bromopyridin-2-yl)-6-(tert-butyl)imidazo[1,2-a]pyrazine